(8-hydroxy-3-azabicyclo[3.2.1]oct-3-yl)(6-(3-methyl-1H-pyrrolo[2,3-b]pyridin-5-yl)-8-((R)-morpholin-3-yl)-3,4-dihydroisoquinolin-2(1H)-yl)methanone OC1C2CN(CC1CC2)C(=O)N2CC1=C(C=C(C=C1CC2)C=2C=C1C(=NC2)NC=C1C)[C@H]1NCCOC1